3-(2-{[(2R,7aS)-2-fluoro-hexahydro-1H-pyrrolizin-7a-yl]methoxy}-7-(8-ethynyl-7-fluoro-3-hydroxynaphthalen-1-yl)-8-fluoroquinazolin-4-yl)-3-azabicyclo[3.3.1]nonan-9-ol F[C@@H]1C[C@@]2(CCCN2C1)COC1=NC2=C(C(=CC=C2C(=N1)N1CC2CCCC(C1)C2O)C2=CC(=CC1=CC=C(C(=C21)C#C)F)O)F